Cl.CN1C2=C(N(C3=C(C1=O)C=CC=C3)C)N=CN=C2 5,11-dimethyl-5H-benzo[e]pyrimido[5,4-b][1,4]diazepin-6(11H)-one, hydrochloride